methyl trans-1,4-dimethyl-cyclohexanecarboxylate CC1(CCC(CC1)C)C(=O)OC